N-((1S,2R,3S,5S)-2-((6-(2,6-dichloro-3,5-dimethoxyphenyl)quinazolin-2-yl)amino)bicyclo[3.1.0]Hex-3-yl)acrylamide ClC1=C(C(=C(C=C1OC)OC)Cl)C=1C=C2C=NC(=NC2=CC1)N[C@@H]1[C@H]2C[C@H]2C[C@@H]1NC(C=C)=O